(2R,5S)-4-(6-chloro-1-methyl-2-oxo-1,2-dihydropyrido[3,2-d]pyrimidin-4-yl)-2,5-diethylpiperazine-1-carboxylic acid tert-butyl ester C(C)(C)(C)OC(=O)N1[C@@H](CN([C@H](C1)CC)C=1C2=C(N(C(N1)=O)C)C=CC(=N2)Cl)CC